O1CCN(CC1)C=1C2=C(N=C(N1)N/N=C/C=1C=C(C=CC1)C)OC(=N2)C(=O)NC2CCOCC2 7-morpholino-5-[(2E)-2-(m-tolylmethylene)hydrazino]-N-tetrahydropyran-4-yl-oxazolo[5,4-d]pyrimidine-2-carboxamide